ClC1=NC(=C2N=CN(C2=N1)[C@H]1[C@@H]([C@@H]([C@H](O1)COC(P(O)(O)=O)P(O)(O)=O)O)O)N(CCC)CC1=CC=C(C=C1)C=1N=NN(C1)CCF [((2R,3S,4R,5R)-5-{2-chloro-6-[(4-{1-[2-(fluoro)ethyl]-1H-1,2,3-triazol-4-yl}benzyl)(propyl)amino]-9H-purin-9-yl}-3,4-dihydroxytetrahydrofuran-2-yl)methoxy]methylenebisphosphonic acid